(S)-N-(4-(4-amino-7-methyl-7H-pyrrolo[2,3-d]pyrimidin-5-yl)-3-methylphenyl)-2-hydroxy-2-phenylacetamide NC=1C2=C(N=CN1)N(C=C2C2=C(C=C(C=C2)NC([C@H](C2=CC=CC=C2)O)=O)C)C